N-[3-fluoro-4-[(7-methoxy-1,5-naphthyridin-4-yl)oxy]phenyl]-4-hydroxy-6-methyl-5-thiophen-3-ylpyridine-3-carboxamide FC=1C=C(C=CC1OC1=CC=NC2=CC(=CN=C12)OC)NC(=O)C=1C=NC(=C(C1O)C1=CSC=C1)C